C(C)(C)(C)OC(=O)N1CCN(CC1)C1=CC(=C(C=C1)N1N=C(C(=C1)Br)C1=CC=NC=C1)F.NC=1SC=C(N1)C1(\S(\C2=C(N1)C(=CC=C2)S)=N/OC)C(=O)OC (Z)-2-(2-aminothiazole-4-yl)-2-methoxycarbonyl-methoxyimino-mercaptobenzothiazole tert-butyl-4-{4-[4-bromo-3-(pyridin-4-yl)pyrazol-1-yl]-3-fluorophenyl}piperazine-1-carboxylate